7-methylguanosine triphosphate P(O)(=O)(OP(=O)(O)OP(=O)(O)O)OC[C@@H]1[C@H]([C@H]([C@@H](O1)N1C=[N+](C=2C(=O)NC(N)=NC12)C)O)O